BrC=1C=C(C(=NC1)OCCCN1CCOCC1)NS(=O)(=O)C1=CC=CC=C1 N-(5-Bromo-2-(3-morpholinopropoxy)pyridin-3-yl)benzenesulfonamide